(R)-1-(2,5-difluoropyridin-3-yl)ethyl (4-(5-amino-3-fluoropyridin-2-yl)-1-methyl-1H-1,2,3-triazol-5-yl)carbamate hydrogen chloride salt Cl.NC=1C=C(C(=NC1)C=1N=NN(C1NC(O[C@H](C)C=1C(=NC=C(C1)F)F)=O)C)F